Glycerol (3-hydroxybutyrate) OC(CC(=O)OCC(O)CO)C